Boc-methoxyphenyldiphenylsulfonium triflate CC(C)(C)OC(=O)COC1=CC=C(C=C1)[S+](C2=CC=CC=C2)C3=CC=CC=C3.C(F)(F)(F)S(=O)(=O)[O-]